tert-butyl ((R)-1-((tert-butyldiphenylsilyl)oxy)-3-((S)-2-hydroxypropoxy)propan-2-yl)carbamate [Si](C1=CC=CC=C1)(C1=CC=CC=C1)(C(C)(C)C)OC[C@@H](COC[C@H](C)O)NC(OC(C)(C)C)=O